tertbutyl (3R,4S)-7-tert-butyl-3-(2,2-dimethylpropyl)-4-hydroxy-3,4-dihydro-1H-isoquinoline-2-carboxylate C(C)(C)(C)C1=CC=C2[C@@H]([C@H](N(CC2=C1)C(=O)OC(C)(C)C)CC(C)(C)C)O